1-(4-((1R,2S)-6-(tert-butoxy)-2-phenyl-1,2,3,4-tetrahydronaphthalen-1-yl)phenyl)-4-(dimethoxymethyl)-4-methoxypiperidine C(C)(C)(C)OC=1C=C2CC[C@@H]([C@@H](C2=CC1)C1=CC=C(C=C1)N1CCC(CC1)(OC)C(OC)OC)C1=CC=CC=C1